4-(4-(cyclopropylamino)-2-(((2R,7aS)-2-fluorotetrahydro-1H-pyrrolizin-7a(5H)-yl)methoxy)-5-methoxypyrido[4,3-d]pyrimidin-7-yl)-5-ethynyl-6-fluoronaphthalen-2-ol C1(CC1)NC=1C2=C(N=C(N1)OC[C@]13CCCN3C[C@@H](C1)F)C=C(N=C2OC)C2=CC(=CC1=CC=C(C(=C21)C#C)F)O